ClC=1C(=CC2=C(N(CC(N(S2(=O)=O)C)C2CCCCC2)C2=CC=CC=C2)C1)C1=CC(=CS1)C(=O)O 5-(7-chloro-3-cyclohexyl-2-methyl-1,1-dioxido-5-phenyl-2,3,4,5-tetrahydrobenzo[f][1,2,5]thiadiazepin-8-yl)thiophene-3-carboxylic acid